(4-(dimethylamino)phenyl)-6-fluorobenzene-1,2-diamine CN(C1=CC=C(C=C1)C1=C(C(=C(C=C1)F)N)N)C